2,6-di-n-butylphenol C(CCC)C1=C(C(=CC=C1)CCCC)O